4-[6-(8-Cyclopentyl-5-methyl-7-oxo-7,8-dihydro-pyrido[2,3-d]pyrimidin-2-ylamino)-pyridin-3-yl]-piperazine-1-carboxylic acid tert-butyl ester C(C)(C)(C)OC(=O)N1CCN(CC1)C=1C=NC(=CC1)NC=1N=CC2=C(N1)N(C(C=C2C)=O)C2CCCC2